BrC1=C(C=O)C=C(C=C1)OC1=NC=CC=C1 2-bromo-5-(pyridin-2-yloxy)benzaldehyde